[N+](=O)([O-])C=1C=C(C(=NC1)NC(=O)C1CCS(CC1)(=O)=O)C(F)(F)F N-(5-nitro-3-trifluoromethylpyridin-2-yl)-tetrahydro-2H-thiopyran-4-Carboxamide 1,1-dioxide